C1(CC1)OC1=C(N=NC=C1)C(=O)OCC ethyl 4-cyclopropoxypyridazine-3-carboxylate